COC1=C(C=C(C=C1)NC1=NC(=NC(=N1)N)C1=CC(=C(CNC(C2=CC=C(C=C2)C(C)(C)C)=O)C=C1)C)NC(C=C)=O N-(4-(4-((4-methoxy-3-acrylamidophenyl)amino)-6-amino-1,3,5-triazin-2-yl)-2-methylbenzyl)-4-tert-butylbenzamide